butoxytitanium chloride [Cl-].C(CCC)O[Ti+3].[Cl-].[Cl-]